C(C)(C)(C)OC(CN1CCN(CC1)CCC1=C2CN(C(C2=CC=C1)=O)C1C(NC(CC1)=O)=O)=O 2-(4-(2-(2-(2,6-Dioxopiperidin-3-yl)-1-oxoisoindolin-4-yl)ethyl)piperazin-1-yl)acetic acid tert-butyl ester